C(CCCCCCCCCCCCC)(=O)OCC(O)CO 1-Monoglyceryl myristate